4-methylphenyl 1,1-dimethyl-propyl ether CC(CC)(C)OC1=CC=C(C=C1)C